2-bromo-N-(6-chloro-2-fluoro-3-hydroxy-phenyl)thiazole-5-carboxamide BrC=1SC(=CN1)C(=O)NC1=C(C(=CC=C1Cl)O)F